C(C)(C)(C)OC(=O)N1C[C@@H]([C@H](CC1)F)NC1=NC(=C(C=C1F)F)C1=CN=C2N1N=C(C(=C2)OC)C2OCC2.C(=O)(O)C2=CSC=C2C(=O)O 3,4-dicarboxythiophene tert-butyl-(3S,4S)-3-((3,5-difluoro-6-(7-methoxy-6-(oxetan-2-yl)imidazo[1,2-b]pyridazin-3-yl)pyridin-2-yl)amino)-4-fluoropiperidine-1-carboxylate